6-Bromo-1-(1,3-difluoropropan-2-yl)-1H-benzo[d][1,2,3]triazole BrC=1C=CC2=C(N(N=N2)C(CF)CF)C1